C1=CC=C(C=C1)COC2=CC=C(C=C2)C[C@@H](CS)N thioamine